8-(4-chloro-2-fluorophenyl)-2,3-dimethyl-6-[(2r,4r)-2-(2-methylpyridin-4-yl)oxazin-4-yl]-3h,4h-pyrimido[5,4-d][1,3]diazin-4-one ClC1=CC(=C(C=C1)C1=NC(=NC2=C1N=C(N(C2=O)C)C)C2=CN(OC=C2)C2=CC(=NC=C2)C)F